ClC1=NC(=NN2C1=C(C(=C2)C2=C(C(=CC=C2)OC)C)C2=NC=CC=C2)C=2N=C(N(C2)C)C 4-chloro-2-(1,2-dimethyl-1H-imidazol-4-yl)-6-(3-methoxy-2-methylphenyl)-5-(pyridin-2-yl)pyrrolo[2,1-f][1,2,4]triazine